(R)-6-[(S)-2-(3-Carboxy-phenyl)-3-oxo-hexahydro-imidazo[1,5-a]pyrazin-7-ylmethyl]-4-(2-chloro-3-fluoro-phenyl)-2-thiazol-2-yl-1,4-dihydro-pyrimidine-5-carboxylic acid ethyl ester C(C)OC(=O)C=1[C@@H](N=C(NC1CN1C[C@@H]2N(CC1)C(N(C2)C2=CC(=CC=C2)C(=O)O)=O)C=2SC=CN2)C2=C(C(=CC=C2)F)Cl